O=C1NC(CCC1NC(C1=CC=C(C=C1)N1CCN(CC1)CC1CCN(CC1)C(=O)C1CCN(CC1)C1=CC=C(C=C1)[C@H]1[C@H](CCC2=CC(=CC=C12)O)C1=CC=CC=C1)=O)=O N-(2,6-dioxopiperidin-3-yl)-4-(4-((1-(1-(4-((1R,2S)-6-hydroxy-2-phenyl-1,2,3,4-tetrahydronaphthalen-1-yl)phenyl)piperidine-4-carbonyl)piperidin-4-yl)methyl)piperazin-1-yl)benzamide